2-[(2S)-4-[7-(8-chloro-1-naphthyl)-2-[[(2R,3R)-3-hydroxy-1-methyl-5-oxo-pyrrolidin-2-yl]methoxy]-6,8-dihydro-5H-pyrido[3,4-d]pyrimidin-4-yl]piperazin-2-yl]acetonitrile ClC=1C=CC=C2C=CC=C(C12)N1CC=2N=C(N=C(C2CC1)N1C[C@@H](NCC1)CC#N)OC[C@H]1N(C(C[C@H]1O)=O)C